ClC=1C=C2CCC[C@]3(C2=CC1)CN(C1=C(OC3)C=CC(=C1)C(=O)O)C[C@H]1[C@@H](CC1)C(CCN(C(C)=O)CCS(N)(=O)=O)=O (S)-6'-CHLORO-5-(((1R,2R)-2-(3-(N-(2-SULFAMOYLETHYL)ACETAMIDO)PROPANOYL)CYCLOBUTYL)METHYL)-3',4,4',5-TETRAHYDRO-2H,2'H-SPIRO[BENZO[B][1,4]OXAZEPINE-3,1'-NAPHTHALENE]-7-CARBOXYLIC ACID